C(C)(C)(C)OC(=O)N1C(=CC2=CC=CC=C12)C(CN(C)C)C1(CC1)NC(=O)OC(C)(C)C 2-(1-(((tert-butoxycarbonyl)amino)cyclopropyl)-2-(dimethylamino)ethyl)-1H-indole-1-carboxylic acid tert-butyl ester